O1C(=NC2=C1C=CC=C2)N2[C@@H](CCC2)C(=O)N[C@H](C=O)CC2=CC=CC=C2 (S)-1-(BENZO[D]OXAZOL-2-YL)-N-((S)-1-OXO-3-PHENYLPROPAN-2-YL)PYRROLIDINE-2-CARBOXAMIDE